C(C)(C)N1N=C(C=C1)C=1N=CNC1 4-(1-isopropyl-1H-pyrazol-3-yl)-1H-imidazol